C(C1=CC=CC=C1)N1C[C@@H]([C@H](CC1)C(=O)N1CCC(CC1)(O)CN1C=NC2=C(C1=O)N=CC=C2)C2=CC=CC=C2 3-[[1-[(3S,4S)-1-benzyl-3-phenyl-piperidine-4-carbonyl]-4-hydroxy-4-piperidinyl]methyl]pyrido[3,2-d]pyrimidin-4-one